ClC1=CC(=C(C=2OC3(CCC(CC3)CN(CC)CC)OC21)C)C(=O)O 4-chloro-4'-[(diethylamino)methyl]-7-methylspiro[1,3-benzodioxole-2,1'-cyclohexane]-6-carboxylic acid